tert-butyl-(7S)-7-[5-oxo-7-(p-tolylsulfonyloxy)thiazolo[3,2-a]pyrimidin-2-yl]-4-azaspiro[2.5]octane Butylformat C(CCC)OC=O.C(C)(C)(C)C1CC12NCC[C@@H](C2)C2=CN1C(=NC(=CC1=O)OS(=O)(=O)C1=CC=C(C=C1)C)S2